(Z)-4-((4-Amino-8-(4-(1-cyanoprop-1-en-2-yl)-2,6-dimethylphenyl)quinazolin-2-yl)amino)benzonitrile NC1=NC(=NC2=C(C=CC=C12)C1=C(C=C(C=C1C)\C(=C/C#N)\C)C)NC1=CC=C(C#N)C=C1